O1COC2=C1C=CC(=C2)COC2=CC=CC(=N2)S(=O)(=O)NC(=O)C=2C(=NC(=CC2)C(C)(C)C)N2C(CC(C2)C)(C)C N-[[6-(1,3-Benzodioxol-5-ylmethoxy)-2-pyridyl]sulfonyl]-6-tert-butyl-2-(2,2,4-trimethylpyrrolidin-1-yl)pyridin-3-carboxamid